tert-butyl 7-cyano-5-fluoro-3-(1,5-naphthyridin-2-yl)indole-1-carboxylate C(#N)C=1C=C(C=C2C(=CN(C12)C(=O)OC(C)(C)C)C1=NC2=CC=CN=C2C=C1)F